2,2-bis[4-(2-methyl-allyloxy)phenyl]propane CC(COC1=CC=C(C=C1)C(C)(C)C1=CC=C(C=C1)OCC(=C)C)=C